C(C1=CC=CC=C1)N(C1CN(CC1)C(=O)OC(C)(C)C)CC1=CC=CC=C1 tert-butyl 3-(dibenzylamino)pyrrolidine-1-carboxylate